NCCC1=CC(O)=C(O)C=C1.[Ti].[W] tungsten-titanium dopamine